3-methylene-1-(piperidin-4-yl)pyrrolidin-2-one hydrochloride Cl.C=C1C(N(CC1)C1CCNCC1)=O